CC1=CC=C(C=C1)N1N=C2C(=N1)C=C(C(=C2)N)C 2-(4-methyl-phenyl)-6-methyl-2H-benzotriazol-5-ylamine